(trans)-3-amino-1-methylcyclobutane N[C@@H]1C[C@H](C1)C